C(=O)O.C(C)OC1=NC(=NC=C1C(=O)NC1=CC=2C(N=C1)=NN(C2)C)N2CC(CC2)NC 4-ethoxy-N-(2-methyl-2H-pyrazolo[3,4-b]pyridin-5-yl)-2-(3-(methylamino)pyrrolidin-1-yl)pyrimidine-5-carboxamide formate salt